O=C1/C(/C=CC2=CC=CC=C12)=N/NC1=CC=C(C2=CC=CC=C12)S(=O)(=O)[O-] (3E)-4-Oxo-3-[(4-sulfonatonaphthalen-1-yl)hydrazinyliden]naphthalen